1,2,4-oxadiazol-5-amine O1N=CN=C1N